ethyl 5-bromo-2-methyl-oxazole-4-carboxylate BrC1=C(N=C(O1)C)C(=O)OCC